C(#N)[C@H](C[C@@H]1C(NCCC1)=O)NC(=O)[C@H]1N([C@@H]2CC([C@H]1CC2)(F)F)C([C@@H](C)NC2=C(C=CC(=C2)F)F)=O (1S,3S,4S)-N-[(1S)-1-cyano-2-[(3R)-2-oxo-3-piperidyl]ethyl]-2-[(2R)-2-(2,5-difluoroanilino)propanoyl]-5,5-difluoro-2-azabicyclo[2.2.2]octane-3-carboxamide